Cl.C(C1=CC=CC=C1)OC1=NC=2C=CC=C(C2C=C1)NC1CCNCC1 (benzyloxy)-N-(piperidin-4-yl)quinolin-5-amine hydrochloride